1-amino-1-deoxy-β-D-galactose N[C@H]1[C@H](O)[C@@H](O)[C@@H](O)[C@H](O1)CO